C(C(C)C)C1=CC(=C(C=N1)NC(OCC)=O)C ethyl (6-isobutyl-4-methylpyridin-3-yl)carbamate